2,5-bis(2-ethylhexyl-peroxy)-2,5-dimethylhexane C(C)C(COOC(C)(CCC(C)(C)OOCC(CCCC)CC)C)CCCC